N-(5-(5-(difluoromethyl)-1,3,4-oxadiazol-2-yl)pyrimidin-2-yl)-4-(pyridin-2-yl)-1H-benzo[d]imidazol-6-amine FC(C1=NN=C(O1)C=1C=NC(=NC1)NC=1C=C(C2=C(NC=N2)C1)C1=NC=CC=C1)F